C(=CCCCCCCCCCCCCCCCC)N1C(=C(C(C2=C(C=C(C=C12)OC)O)=O)O)C1=CC(=C(C=C1)O)OC N-octadecenyl-2-(3-methoxy-4-hydroxyphenyl)-7-methoxy-3,5-dihydroxyquinolin-4-one